3β,7β-Bis-(trimethylsiloxy)-5-androsten-17-one C[Si](O[C@@H]1CC2=C[C@@H]([C@H]3[C@@H]4CCC([C@@]4(C)CC[C@@H]3[C@]2(CC1)C)=O)O[Si](C)(C)C)(C)C